CC(C)(C)OC(=O)N1CC(C1)(O)C1=NC(=NC=C1)N 3-(2-aminopyrimidin-4-yl)-3-hydroxyazetidine-1-carboxylic acid-1,1-dimethylethyl ester